3-(2,2,2-trifluoroethyl)azetidine FC(CC1CNC1)(F)F